Br[C@@H]1[C@H](C2=CC=C(C=C2C1)Br)O |r| racemic-(1S,2S)-2,5-dibromoindan-1-ol